(R)-5-chloro-N-(1-(4-cyclopropylthiazol-2-yl)ethyl)-3-isopropyl-pyrazolo[1,5-a]pyrimidin-7-amine ClC1=NC=2N(C(=C1)N[C@H](C)C=1SC=C(N1)C1CC1)N=CC2C(C)C